ClC(C(CCl)(F)F)(F)Cl 1,1,3-trichloro-1,2,2-trifluoropropane